C(CCC)OS(=O)(=O)C1=CC=CC2=CC=CC=C12 butylnaphthalenesulphonate